FC=1C=2N(C=C(C1)C=1N=CC3=C(N1)N=CC(=C3)N3C[C@@H](CC3)NC)C=C(N2)C (3R)-1-(2-{8-fluoro-2-methylimidazo[1,2-a]pyridin-6-yl}pyrido[2,3-d]pyrimidin-6-yl)-N-methylpyrrolidin-3-amine